[N+](=O)([O-])C=1C(=NC(=CC1)C1=CC=CC=C1)NC1=CC=C(C=C1)C1CN(CC1)C(=O)OC(C)(C)C tert-butyl 3-[4-[(3-nitro-6-phenyl-2-pyridyl)amino]phenyl]pyrrolidine-1-carboxylate